ClC1=C(C=NC(=C1)C(NC1(COC1)C#N)=O)COC1=CC=CC(=N1)C1=CC(=C(CC2=NC3=C(N2C[C@H]2OCC2)C=C(C=C3F)C(=O)O)C=C1F)F (S)-2-(4-(6-((4-chloro-6-((3-cyanooxetan-3-yl)carbamoyl)pyridin-3-yl)methoxy)pyridin-2-yl)-2,5-difluorobenzyl)-4-fluoro-1-(oxetan-2-ylmethyl)-1H-benzo[d]imidazole-6-carboxylic acid